OC[C@H](C(C)C)NC(OC(C)(C)C)=O tert-butyl [(2S)-1-hydroxy-3-methylbutan-2-yl]carbamate